((4-methoxybenzyl)oxy)-3-methyl-5-(trifluoromethyl)benzonitrile COC1=CC=C(COC2=C(C#N)C=C(C=C2C)C(F)(F)F)C=C1